C([C@H]([C@H](COP(=O)(O)O)O)O)O The molecule is the alditol 1-phosphate that is the 1-O-phospho derivative of erythritol with D configuration. It derives from an erythritol. It is a conjugate acid of a D-erythritol 1-phosphate(2-).